1-(3,5-ditrifluoromethylphenyl)piperazine hydrochloride Cl.FC(C=1C=C(C=C(C1)C(F)(F)F)N1CCNCC1)(F)F